[N+](=O)([O-])C(C(=O)OC)CCCCCCCCCC(=O)OC dimethyl 2-nitro-dodecanedioate